2-amino-3,5-bis(trifluoromethyl)phenylthiocarboxamide NC1=C(C=C(C=C1C(F)(F)F)C(F)(F)F)C(=S)N